C(O)CN.ON1C(C=CC=C1)=O 1-hydroxy-2-pyridone ethanolamine salt